1-(4-(3-chlorobenzyl)piperidin-1-yl)-3-(3,5-dimethyl-1-(3-methyl-[1,2,4]triazolo[4,3-b]pyridazin-6-yl)-1H-pyrazol-4-yl)propan-1-one ClC=1C=C(CC2CCN(CC2)C(CCC=2C(=NN(C2C)C=2C=CC=3N(N2)C(=NN3)C)C)=O)C=CC1